N-(4-(2-chlorophenyl)thiazol-2-yl)-5-(4-(3-hydroxypropionyl)piperazin-1-yl)picolinamide ClC1=C(C=CC=C1)C=1N=C(SC1)NC(C1=NC=C(C=C1)N1CCN(CC1)C(CCO)=O)=O